N-(((2S,5R)-6-(phenylmethyloxy)-7-oxo-1,6-diazabicyclo[3.2.1]oct-2-yl)(imino)methyl)-4-(guanidinooxy)butanamide C1(=CC=CC=C1)CON1[C@@H]2CC[C@H](N(C1=O)C2)C(NC(CCCONC(=N)N)=O)=N